C1CC(C1)O.C1CC(C1)O.C1CC(C1)O.C1CC(C1)O.[N] nitrogen tetracyclobutan-3-ol